BrC=1C=C2N(N=CC(=C2NC2C3CC4CC(CC2C4)(C3)O)C(=NC3=C(C=C(C(=C3)F)O[Si](C)(C)C(C)(C)C)Cl)N)C1 6-bromo-N'-[4-[tert-butyl(dimethyl)silyl]oxy-2-chloro-5-fluoro-phenyl]-4-[(5-hydroxy-2-adamantyl)amino]pyrrolo[1,2-b]pyridazine-3-carboxamidine